(3,4-epoxycyclohexyl)ethyl-methyldiisopropyloxysilane C1(CC2C(CC1)O2)CC[Si](OC(C)C)(OC(C)C)C